N-(((2R,3S,4S)-4-(aminomethyl)-3-hydroxypyrrolidin-2-yl)methyl)-3-(4-fluorophenyl)-1H-indole-2-carboxamide hydrogen chloride salt Cl.NC[C@@H]1[C@@H]([C@H](NC1)CNC(=O)C=1NC2=CC=CC=C2C1C1=CC=C(C=C1)F)O